amino-1-(methoxymethyl)-1a,6b-dihydro-1H-cyclopropa[b]benzofuran-6-carboxylic acid ethyl ester C(C)OC(=O)C1=CC=CC2=C1C1C(O2)C1(COC)N